BrC1=CC2=C(CCC=3C(=NN(C23)C2=CC(=CC(=C2)F)F)C(=O)O)C=C1OC 8-bromo-1-(3,5-difluorophenyl)-7-methoxy-4,5-dihydrobenzo[g]indazole-3-carboxylic acid